(1-methyl-3-(2,4,6-trimethoxyphenyl)pyrrolidin-2-yl)methanol 4-[[4-amino-5-(4-dodecanoyloxybutylamino)-5-oxo-pentanoyl]amino]butyl-dodecanoate NC(CCC(=O)NCCCCC(C(=O)OCC1N(CCC1C1=C(C=C(C=C1OC)OC)OC)C)CCCCCCCCCC)C(=O)NCCCCOC(CCCCCCCCCCC)=O